(E)-N-(4-(1-(4-(4-(7-(2-(2,6-dioxopiperidin-3-yl)-1-oxoisoindoline-4-yl)hept-6-yn-1-yl)piperazin-1-yl)-2-fluorobenzoyl)pyrrolidin-3-yl)butyl)-3-(5-fluoropyridin-3-yl)Acrylamide O=C1NC(CCC1N1C(C2=CC=CC(=C2C1)C#CCCCCCN1CCN(CC1)C1=CC(=C(C(=O)N2CC(CC2)CCCCNC(\C=C\C=2C=NC=C(C2)F)=O)C=C1)F)=O)=O